FC(C1=NC(=NC(=C1)C(F)(F)F)N1[C@@H](C=2NC3=CC=C(C=C3C2CC1)Cl)CC1COCC1)(F)F (1R)-2-[4,6-bis(trifluoromethyl)pyrimidin-2-yl]-6-chloro-1-[(oxolan-3-yl)methyl]-2,3,4,9-tetrahydro-1H-pyrido[3,4-b]indole